FC(C=1C=NC(=NC1)N1CCC(CC1)[C@@H](C)O)(F)F (R)-1-(1-(5-(trifluoromethyl)pyrimidin-2-yl)piperidin-4-yl)ethanol